C([O-])(O)=O.CC(C)(C1=CC=CC=C1)N1C=[N+](C=C1)C(C)(C)C1=CC=CC=C1 1,3-bis(1-methyl-1-phenylethyl)imidazolium bicarbonate